DIHYDRO-PYRROLO-PYRIDINE N1CCC2=C1C=CC=N2